[N+](=O)([O-])C1=CC=C(C=C1)[C@@]1(O)[C@H](O)[C@@H](O)[C@H](O)[C@H](O1)CO p-nitrophenyl-α-D-glucopyranose